BrC=1C=C(C(=O)OC)C=CC1OC1=C(C=C(C=C1C)F)C methyl 3-bromo-4-(4-fluoro-2,6-dimethylphenoxy)benzoate